ClC=1C=C(OC2C(C(C2(C)C)NC(=O)C2=NC=C(C=C2)N2CCC(CC2)CO)(C)C)C=CC1C#N N-[3-(3-chloro-4-cyano-phenoxy)-2,2,4,4-tetramethyl-cyclobutyl]-5-[4-(hydroxymethyl)-1-piperidyl]pyridine-2-carboxamide